C(CCCCCCCCC(=O)O)(=O)O.CC1(NC(CCC1)(C)C)C 2,2,6,6-tetramethyl-piperidine sebacate